CN1N=CC(=C1)C#CC=1C=CC=C2C=C(N(C(C12)=O)C1=CC=CC=C1)C(C)NC(=O)C=1C(=NN2C1N=CC=C2)NS(=O)(=O)N2CCCC2 N-(1-(8-((1-methyl-1H-pyrazol-4-yl)ethynyl)-1-oxo-2-phenyl-1,2-dihydroisoquinolin-3-yl)ethyl)-2-(pyrrolidin-1-ylsulfonylamino)pyrazolo[1,5-a]pyrimidine-3-carboxamide